COC1(COC1)C1=CC=C(C=C1)C(=O)N1CC=2CN(CC2C1)C1=CC=C(C=C1)C(F)(F)F (4-(3-methoxyoxetan-3-yl)phenyl)(5-(4-(trifluoromethyl)phenyl)-3,4,5,6-tetrahydropyrrolo[3,4-c]pyrrol-2(1H)-yl)methanone